5-(2-(4-(2,4-difluorophenoxy)piperidin-1-yl)-3-(1-methyl-1H-pyrazol-4-yl)pyrido[3,4-b]pyrazin-7-yl)-3-methyloxazolidin-2-one FC1=C(OC2CCN(CC2)C=2N=C3C(=NC2C=2C=NN(C2)C)C=NC(=C3)C3CN(C(O3)=O)C)C=CC(=C1)F